ClC1=NC=C(C(=N1)NC1=C(C(=S)NC)C=CC=C1)Cl 2-((2,5-dichloropyrimidin-4-yl)amino)-N-methylthiobenzamide